C(C)C=1C(=CC2=C(N(C(N2)=O)C2CCC(CC2)NC(C)C)C1)C=1C=C(C=2N(C1)N=CN2)OC 6-Ethyl-1-((1S,4S)-4-(isopropylamino)cyclohexyl)-5-(8-methoxy-[1,2,4]triazolo[1,5-a]pyridin-6-yl)-1,3-dihydro-2H-benzo[d]imidazol-2-on